CC1=NC=CC=C1N1C=C(C=CC1=O)C(=O)N 1-(2-methyl-3-pyridinyl)-6-oxo-pyridine-3-carboxamide